tert-butyl 7-(1-(4-methoxybenzyl)-4-nitro-1H-pyrazol-5-yl)-2,3-dihydro-1H-imidazo[1,2-b]pyrazole-1-carboxylate COC1=CC=C(CN2N=CC(=C2C2=C3N(N=C2)CCN3C(=O)OC(C)(C)C)[N+](=O)[O-])C=C1